3-[(cyclopent-3-en-1-ylamino)methyl]-1-({3,4-difluoro-2-[(2-fluoro-4-iodophenyl)amino]phenyl}carbonyl)azetidin-3-ol acetate salt C(C)(=O)O.C1(CC=CC1)NCC1(CN(C1)C(=O)C1=C(C(=C(C=C1)F)F)NC1=C(C=C(C=C1)I)F)O